2-(4-[5-Amino-4-cyano-1-[1,1-difluoropropan-2-yl]pyrazol-3-yl]phenyl)-N-[3-(2,2-dimethylpropyl)-1,2-oxazol-5-yl]propanamide NC1=C(C(=NN1C(C(F)F)C)C1=CC=C(C=C1)C(C(=O)NC1=CC(=NO1)CC(C)(C)C)C)C#N